IC1=NN(C=C1C(=O)OCC)C1OCCCC1 ethyl 3-iodo-1-(tetrahydro-2H-pyran-2-yl)-1H-pyrazole-4-carboxylate